[Cu].[Cr].[Ni] nickel-chromium-copper